BrC=1C=C(C=CC1C)NC1=NC2=C(N1)C=CC(=C2)C(F)(F)F N-(3-bromo-4-methylphenyl)-5-(trifluoromethyl)-1H-benzo[d]imidazol-2-amine